COC1=CC(=CC2=CN(N=C12)C1CCOCC1)C(=O)NC1=NC(=CC=C1)OC 7-methoxy-N-(6-methoxypyridin-2-yl)-2-(tetrahydro-2H-pyran-4-yl)-2H-indazole-5-carboxamide